(2S)-5-(2-fluorophenyl)pyrrolidine-2-carboxylic acid methyl ester COC(=O)[C@H]1NC(CC1)C1=C(C=CC=C1)F